3-(5-(1'-((R)-3-(4-amino-3-(4-phenoxyphenyl)-1H-pyrazolo[3,4-d]pyrimidin-1-yl)-[1,4'-bipiperidine]-1'-carbonyl)-[1,4'-bipiperidin]-4-yl)-1-oxoisoindolin-2-yl)piperidine-2,6-dione NC1=C2C(=NC=N1)N(N=C2C2=CC=C(C=C2)OC2=CC=CC=C2)[C@H]2CN(CCC2)C2CCN(CC2)C(=O)N2CCC(CC2)N2CCC(CC2)C=2C=C1CN(C(C1=CC2)=O)C2C(NC(CC2)=O)=O